6,6-bis(octyloxy)hexanoic acid methyl ester COC(CCCCC(OCCCCCCCC)OCCCCCCCC)=O